perfluorodecyl-amide F[N-]C(C(C(C(C(C(C(C(C(C(F)(F)F)(F)F)(F)F)(F)F)(F)F)(F)F)(F)F)(F)F)(F)F)(F)F